NC1=CC(=NC=C1)C=1C=CC=C2C=NC(=NC12)NC=1C=NC(=CC1)N1CCN(CC1)C 8-(4-Aminopyridin-2-yl)-N-(6-(4-methylpiperazin-1-yl)pyridin-3-yl)quinazolin-2-amine